4-(5-{[(5-chlorothiophen-2-yl)methyl]sulfanyl}-4-fluoro-1-(thiophene-2-carbonyl)-1H-pyrazol-3-yl)-N,N-dimethylpiperidine-1-carboxamide ClC1=CC=C(S1)CSC1=C(C(=NN1C(=O)C=1SC=CC1)C1CCN(CC1)C(=O)N(C)C)F